2-ethylhexyl-isostearate C(C)C(COC(CCCCCCCCCCCCCCC(C)C)=O)CCCC